C(CC)(=O)NC(NC(CC)=O)=N dipropionyl-guanidine